(R)-1-(4-(4-((1-(3-(1,1-difluoro-2-hydroxyethyl)-2-fluorophenyl)ethyl)amino)-2-methyl-8,9-dihydrofuro[2,3-h]quinazolin-6-yl)-4-hydroxypiperidin-1-yl)-2-fluoroethan-1-one FC(CO)(F)C=1C(=C(C=CC1)[C@@H](C)NC1=NC(=NC2=C3C(=C(C=C12)C1(CCN(CC1)C(CF)=O)O)OCC3)C)F